ClC1=C(SC(=C1)C(=O)OC)CCN(NC(=O)OC(C)(C)C)C(=O)SCCCl tert-Butyl 2-(2-(3-chloro-5-(methoxycarbonyl)thiophen-2-yl)ethyl)-2-(((2-chloroethyl)thio)carbonyl)hydrazinecarboxylate